CC1(N(C(C2=NC=CC=C21)=O)C=2C=NC(=CC2)N[C@@H]2C[C@H](CC2)NC=2N=NC(=CN2)C(F)(F)F)C 5,5-Dimethyl-6-(6-(((1s,3s)-3-((6-(trifluoromethyl)-1,2,4-triazin-3-yl)amino)cyclopentyl)amino)pyridin-3-yl)-5,6-dihydro-7H-pyrrolo[3,4-b]pyridin-7-one